(S,E)-3-(2-(methylamino)propylidene)pyrrolidin-2-one CN[C@H](\C=C/1\C(NCC1)=O)C